6-butylthio-1,3,5-triazine-2,4-dithiol C(CCC)SC1=NC(=NC(=N1)S)S